C(C)(C)(C)C1=NC(=NO1)C12CCC(CC1)(CC2)CN(C(=O)C21CC(C2)(C1)F)C1=CC(=CC=C1)NC1=NC=C(C=C1)OC(F)F N-((4-(5-(tert-butyl)-1,2,4-oxadiazol-3-yl)bicyclo[2.2.2]octan-1-yl)methyl)-N-(3-((5-(difluoromethoxy)pyridin-2-yl)amino)phenyl)-3-fluorobicyclo[1.1.1]pentane-1-carboxamide